methyl (Z)-1-(4-(tert-butoxycarbonyl) piperazine-1-carbonyl)-3-(((4-(N-methyl-2-(4-methylpiperazin-1-yl) acetamido) phenyl) amino) (phenyl) methylene)-2-oxoindoline-6-carboxylate C(C)(C)(C)OC(=O)N1CCN(CC1)C(=O)N1C(\C(\C2=CC=C(C=C12)C(=O)OC)=C(\C1=CC=CC=C1)/NC1=CC=C(C=C1)N(C(CN1CCN(CC1)C)=O)C)=O